ClC1=CC(=C(COC2=CC=CC(=N2)C2(CCN(CC2)CC2=NC3=C(N2C[C@H]2OCC2)C=C(C=C3)C(=O)O)F)C=C1)F (S)-2-((4-(6-(4-chloro-2-fluorobenzyloxy)pyridin-2-yl)-4-fluoropiperidin-1-yl)methyl)-1-(oxetan-2-ylmethyl)-1H-benzo[d]imidazole-6-carboxylic acid